ClC1=C(C=C(N)C=C1)OC 4-chloro-3-methoxy-aniline